CN1CC=C(C=C1)C1=CC=CC=C1 1-methyl-4-phenylpyridine